(4-(2-chloro-5-fluorophenyl)piperidin-1-yl)(4,5,6,7-tetrahydro-1H-pyrazolo[3,4-c]pyridin-3-yl)methanone hydrochloride Cl.ClC1=C(C=C(C=C1)F)C1CCN(CC1)C(=O)C1=NNC=2CNCCC21